C(C)(C)(C)OC(=O)N1CC2N(CC1)C[C@H](NC2)CO (7S)-7-(hydroxymethyl)octahydro-2H-pyrazino[1,2-a]pyrazine-2-carboxylic acid tert-butyl ester